O1CC(C1)C1=CC(=NN1)NC1=CN=C2C(=N1)N(C=C2)CC=2C=NC=CC2 N-(5-(oxetan-3-yl)-1H-pyrazol-3-yl)-5-(pyridin-3-ylmethyl)-5H-pyrrolo[2,3-b]pyrazin-3-amine